C(C)OC(=O)N1C2COCC1CC(C2)N2CCC(CC2)C(NCC2CCC2)=O 7-{4-[(cyclobutylmethyl)carbamoyl]piperidin-1-yl}-3-oxa-9-azabicyclo[3.3.1]nonane-9-carboxylic acid ethyl ester